bis(trifluoromethane) methionate S(=O)(=O)(O)CS(=O)(=O)O.FC(F)F.FC(F)F